C1(CC1)OC1=NC=NC=C1C=O 4-(cyclopropyloxy)pyrimidine-5-carbaldehyde